CC1=NC=CC(=C1)CN[C@@H]1CN(CCC1)C=1C=CC(=NC1)C(=O)OC methyl 5-[(3S)-3-{[(2-methylpyridin-4-yl)methyl]amino}piperidin-1-yl]pyridine-2-carboxylate